methyl 3-bromo-6-(methyl(propyl)carbamoyl)picolinate BrC=1C(=NC(=CC1)C(N(CCC)C)=O)C(=O)OC